6-chloro-N-[2-(2,2-difluoroethoxy)-4-(difluoromethoxy)pyrimidin-5-yl]-1H-indole-3-sulfonamide ClC1=CC=C2C(=CNC2=C1)S(=O)(=O)NC=1C(=NC(=NC1)OCC(F)F)OC(F)F